COC1(CC1)CNCC=1C=C(C=2N(C(C(=CN2)C2=CC(=CC=C2)C2(CC(C2)C)C2=NN=CN2C)=O)C1)C(F)(F)F 7-((((1-methoxycyclopropyl)methyl)amino)methyl)-3-(3-(3-methyl-1-(4-methyl-4H-1,2,4-triazol-3-yl)cyclobutyl)phenyl)-9-(trifluoromethyl)-4H-pyrido[1,2-a]pyrimidin-4-one